5-(1-(3,3-difluorocyclobutyl)-2-methyl-1H-imidazo[4,5-b]pyridin-6-yl)-N-(2,2-difluoropropyl)pyrrolo[2,1-f][1,2,4]triazin-2-amine FC1(CC(C1)N1C(=NC2=NC=C(C=C21)C=2C=CN1N=C(N=CC12)NCC(C)(F)F)C)F